C(N)(=O)C=1C(=NN2C1NCCC2CN(C(OC(C)(C)C)=O)CC)C2=CC=C(C=C2)OC2=CC=CC=C2 tert-butyl ((3-carbamoyl-2-(4-phenoxyphenyl)-4,5,6,7-tetrahydropyrazolo[1,5-a]pyrimidin-7-yl)methyl)(ethyl)carbamate